N-(3-(4-((oxetan-3-yloxy)methyl)-1H-1,2,3-triazol-1-yl)propyl)methacrylamide tertiary hexylaminoethyl-methacrylate C(C)(C)(CCC)NCCOC(C(=C)C)=O.O1CC(C1)OCC=1N=NN(C1)CCCNC(C(=C)C)=O